C(C(C(C(C(C(C(=O)[O-])O)O)O)O)O)O.[Na+] sodium heptonate